6-(pyridin-3-yl)-1H-2,1-benzothiazin-4(3H)-one N1=CC(=CC=C1)C=1C=CC2=C(C(CSN2)=O)C1